6-(2-(5-chloropyridin-3-yl)-4-methyloxazol-5-yl)-2-((5-(pyridin-3-yl)-1,3,4-thiadiazol-2-yl)methyl)pyridazin-3(2H)-one ClC=1C=C(C=NC1)C=1OC(=C(N1)C)C=1C=CC(N(N1)CC=1SC(=NN1)C=1C=NC=CC1)=O